5-(2-methoxyethoxy)-2-nitrobenzoic acid COCCOC=1C=CC(=C(C(=O)O)C1)[N+](=O)[O-]